5-bromo-7-methoxy-2-methyl-2H-indazole BrC1=CC2=CN(N=C2C(=C1)OC)C